N-tert-butyl-6-(3-chloroanilino)-3-methoxy-pyridine-2-carboxamide C(C)(C)(C)NC(=O)C1=NC(=CC=C1OC)NC1=CC(=CC=C1)Cl